dimethylsulfoxyethenylplatinum (II) dichloride CC(=C(OS(=O)(=O)O)C)[Pt-](Cl)Cl